C(CCC)OC(=O)C1=CN=C2N1C[C@@H](C2)C2=C(C(=CC=C2O)Cl)Cl (S)-6-(2,3-dichloro-6-hydroxyphenyl)-6,7-dihydro-5H-pyrrolo[1,2-a]imidazole-3-carboxylic acid butyl ester